((1-butyl-3-hydroxy-6-methyl-4-oxo-1,4-dihydropyridin-2-yl)methyl)-4-(trifluoromethyl)benzamide C(CCC)N1C(=C(C(C=C1C)=O)O)CC1=C(C(=O)N)C=CC(=C1)C(F)(F)F